(S)-2,4,6-trimethylphenyl-(4-fluorophenyl)phosphorus oxide CC1=C(C(=CC(=C1)C)C)[P](C1=CC=C(C=C1)F)=O